FC(C)(F)C1=CC(=CC=2N=C(OC21)C=2C=C(C=CC2)C2=C(C=C(C=C2)F)C2=NN=CN2C)CO (7-(1,1-Difluoroethyl)-2-(4'-fluoro-2'-(4-methyl-4H-1,2,4-triazol-3-yl)-[1,1'-biphenyl]-3-yl)benzo[d]oxazol-5-yl)methanol